CC1=NOC(=C1C)C(=O)NC[C@@H](CC)C(N[C@H]1C2=C(CN3N(C1=O)CCC3)C=CC=C2)=O 3,4-Dimethyl-N-((R)-2-(((S)-11-oxo-2,3,10,11-tetrahydro-1H,5H-benzo[d]pyrazolo[1,2-a][1,2]diazepin-10-yl)carbamoyl)butyl)isoxazole-5-carboxamide